O1C(=CC=C1)CC(=O)N(C1=CC=CC=C1)C1CCN(CC1)CCC1=CC=CC=C1 2-(furan-2-yl)-N-(1-phenethylpiperidin-4-yl)-N-phenylacetamide